Iron pyruvate C(C(=O)C)(=O)[O-].[Fe+2].C(C(=O)C)(=O)[O-]